OCC=CCCCC=C 1-hydroxy-2,7-octadiene